2-(6-(6-((6-methoxypyridin-3-yl)methyl)-3,6-diazabicyclo[3.1.1]heptan-3-yl)pyridin-3-yl)-N-(5-Methyl-1H-pyrazol-3-yl)quinazoline-4-amine COC1=CC=C(C=N1)CN1C2CN(CC1C2)C2=CC=C(C=N2)C2=NC1=CC=CC=C1C(=N2)NC2=NNC(=C2)C